C(N)(=O)[C@@H](C)NC1=C(C=NC(=C1)C1=CC=C2N1N=CC(=C2)C#N)C2=NN=C(S2)N2CCN(CC2)C(=O)OC(C)(C)C tert-butyl 4-[5-(4-{[(1R)-1-carbamoylethyl]amino}-6-{3-cyanopyrrolo[1,2-b]pyridazin-7-yl}pyridin-3-yl)-1,3,4-thiadiazol-2-yl]piperazine-1-carboxylate